OC1OC(C=2C=C(C(=C(C2C1)C=O)OC)OCC=C(C)C)=O 3-Hydroxy-6-methoxy-7-(3-methyl-but-2-enyloxy)-1-oxo-isochroman-5-carbaldehyde